1,6-dihydro-6-oxo-N-[3-[2-(2-pyridinyl)vinyl]phenyl]-3-pyridinecarboxamide O=C1C=CC(=CN1)C(=O)NC1=CC(=CC=C1)C=CC1=NC=CC=C1